FC1=C(C=C2C=C(N=CC2=C1)NC(=O)C1C(C1)C1=NC=CC=C1)N1CCN(CC1)C1(COCC1O)C N-[7-fluoro-6-[4-[4-hydroxy-3-methyl-tetrahydrofuran-3-yl]piperazin-1-yl]-3-isoquinolyl]-2-(2-pyridyl)cyclopropanecarboxamide